C1(=CC=CC=C1)CN1N=C(C2=CC=CC=C12)C1=CC=C(O1)CO 5-[1-(phenylmethyl)-1H-indazol-3-yl]-2-furanmethanol